ClC1=CC=C2CNC(NC2=C1)=S 7-chloro-3,4-dihydroquinazolin-2(1H)-thione